FC(CNC1=NC=C2C(=N1)N(C(N(C2)C2=CC=C(C=C2)OC)=O)C2=CC=C(C=C2)C2=NN(C=N2)COCC[Si](C)(C)C)F 7-((2,2-difluoroethyl)amino)-3-(4-methoxyphenyl)-1-(4-(1-((2-(trimethylsilyl)ethoxy)methyl)-1H-1,2,4-triazol-3-yl)phenyl)-3,4-dihydropyrimido[4,5-d]pyrimidin-2(1H)-one